(2S,3R)-2-(9H-fluoren-9-ylmethoxycarbonyl(methyl)amino)-3-methylpentanoic acid C1=CC=CC=2C3=CC=CC=C3C(C12)COC(=O)N([C@H](C(=O)O)[C@@H](CC)C)C